methyl (1S,3S)-3-(((5-(3'-amino-2-chloro-2'-methyl-[1,1'-biphenyl]-3-yl)-3-methoxypyrazin-2-yl)methyl)(methyl)amino)cyclopentane-1-carboxylate NC=1C(=C(C=CC1)C1=C(C(=CC=C1)C=1N=C(C(=NC1)CN([C@@H]1C[C@H](CC1)C(=O)OC)C)OC)Cl)C